C1(=CC=C(C=C1)OC1=CC=C(N)C=C1)C1=CC=CC=C1 4-[(1,1'-biphenyl-4-yl)oxy]aniline